NC1=CC=C(OC2=CC=C(C=C2)C=O)C=C1 [4-(4-aminophenoxy)phenyl]methanone